2-Amino-6-nitrobenzoic acid NC1=C(C(=O)O)C(=CC=C1)[N+](=O)[O-]